4-amino-7-fluoroimidazolo[1,5-a]quinoxalin-8-carboxylic acid NC=1C=2N(C3=CC(=C(C=C3N1)F)C(=O)O)C=NC2